COC(C1=CC(=CC=C1)C(C)NC(C1=C(C=CC(=C1)N)N(C)C)=O)=O 3-(1-(5-amino-2-(dimethylamino)benzoylamino)ethyl)benzoic acid methyl ester